N[C@@H](CCC(=O)NCC(=O)O)C(=O)O γ-Glutamylglycin